NC1=C(C=C2C(=N1)C(C=1C(=CC=CC1O2)Cl)=O)OC=2C=NC(=NC2)N2CCC(CC2)C(OC)OC 2-amino-9-chloro-3-((2-(4-(dimethoxymethyl)piperidin-1-yl)pyrimidin-5-yl)oxy)-10H-chromeno[3,2-b]pyridin-10-one